Lithium-manganese [Mn].[Li]